C(C)C(CC(CC)C)NC1=CC=C(C=C1)NC(CC(CC)C)CC N,N'-Bis(1-ethyl-3-methylpentyl)-p-phenylendiamin